Spiro[3.3]heptan-2-yl (2S)-2-aminopropanoate hydrochloride Cl.N[C@H](C(=O)OC1CC2(C1)CCC2)C